COC1=CC=C(C=C1)COC1=NN(C2=CC=CC(=C12)NC(OC(C)(C)C)=O)C tert-butyl N-{3-[(4-methoxyphenyl)methoxy]-1-methylindazol-4-yl}carbamate